1-(4-{4-[(5S)-5-(2,6-difluorophenyl)-4,5-dihydro-1,2-oxazol-3-yl]-1,3-thiazol-2-yl}piperidin-1-yl)-2-[5-methyl-3-(trifluoromethyl)-1H-pyrazol-1-yl]ethanone FC1=C(C(=CC=C1)F)[C@@H]1CC(=NO1)C=1N=C(SC1)C1CCN(CC1)C(CN1N=C(C=C1C)C(F)(F)F)=O